C1(=CC=CC=C1)N1C(C=CC=C1)=O N-phenyl-pyridinone